C(#N)[C@H]1N(CCC1)C(CN1C[C@H](CC1)NS(=O)(=O)C1=CC2=C(S1)C=CC=C2)=O N-((S)-1-(2-((S)-2-Cyanopyrrolidin-1-yl)-2-oxoethyl)pyrrolidin-3-yl)benzo[b]thiophen-2-sulfonamid